CC1(NC2=CC=CC=C2C(=C1)C)O.CC1(NC2=CC=CC=C2C(=C1)C)O.[Al] aluminum bis(2,4-dimethylquinolinol)